2,2-Bis[4-(4-aminophenoxy)phenyl]Propane guanidinopropyl-phosphoramidate N(C(=N)N)CCCOP(O)(=O)N.NC1=CC=C(OC2=CC=C(C=C2)C(C)(C)C2=CC=C(C=C2)OC2=CC=C(C=C2)N)C=C1